N-(4-(1-(6-(4,4-difluoropiperidin-1-yl)pyridin-2-yl)-1H-1,2,3-triazol-4-yl)-3-(6-azaspiro[2.5]oct-6-yl)phenyl)methanesulfonamide FC1(CCN(CC1)C1=CC=CC(=N1)N1N=NC(=C1)C1=C(C=C(C=C1)NS(=O)(=O)C)N1CCC2(CC2)CC1)F